O=C1NN=C(C2=CC(=CC=C12)C1(CC1)C(N(CC1=NC=C(C=C1)C(F)(F)F)C(C)C1=NC=CC=N1)=O)CNC(OC(C)(C)C)=O tert-butyl ((4-oxo-7-(1-((1-(pyrimidin-2-yl)ethyl)((5-(trifluoromethyl)pyridin-2-yl)methyl)carbamoyl)cyclopropyl)-3,4-dihydrophthalazin-1-yl)methyl)carbamate